6-(8-chloronaphthalen-1-yl)-3-morpholino-1-(piperazin-1-yl)-5,6,7,8-tetrahydro-2,6-naphthyridine-4-carbonitrile hydrochloride Cl.ClC=1C=CC=C2C=CC=C(C12)N1CC=2C(=C(N=C(C2CC1)N1CCNCC1)N1CCOCC1)C#N